2-((3R)-3-(1-fluoro-5-(4-methoxy-5,6,7,8-tetrahydro-1,8-naphthyridin-2-yl)pentyl)pyrrolidin-1-yl)acetic acid FC(CCCCC1=NC=2NCCCC2C(=C1)OC)[C@H]1CN(CC1)CC(=O)O